NC(CC=1C=CC(=C(C1)O)CCO)C 5-(2-Aminopropyl)-2-(2-hydroxyethyl)phenol